N1N=CC(=C1)CN(C(=O)NCC=1NC2=CC(=C(C=C2C1)Cl)OCC1=NOC=C1)C 1-((1H-pyrazol-4-yl)methyl)-3-((5-chloro-6-(isoxazol-3-ylmethoxy)-1H-indol-2-yl)methyl)-1-methylurea